isoxazolo[5,4-d]isothiazole O1N=CC2=C1C=NS2